BrC(C(=C(F)F)F)(F)F 3-bromopentafluoroprop-1-ene